N-(4-{4-aminobicyclo[2.1.1]hexan-1-yl}-5-methyl-1,3-thiazol-2-yl)-2-{3-[2-(2-{[2-(2,6-dioxopiperidin-3-yl)-1,3-dioxo-2,3-dihydro-1H-isoindol-4-yl]amino}ethoxy)ethoxy]phenyl}acetamide NC12CCC(C1)(C2)C=2N=C(SC2C)NC(CC2=CC(=CC=C2)OCCOCCNC2=C1C(N(C(C1=CC=C2)=O)C2C(NC(CC2)=O)=O)=O)=O